C1CCC2=C(C=CC=C12)C1=C(C=C2C(=N1)C(=NN2)C=2C=CC(=NC2)C2N(CCC2)C2C(NCC2)=O)OC (5-(5-(2,3-Dihydro-1H-inden-4-yl)-6-methoxy-1H-pyrazolo[4,3-b]pyridin-3-yl)pyridin-2-yl)-[1,3'-bipyrrolidin]-2'-one